COC(=O)C=1N=C(NC(C1O)=O)C(C(C1=C(C=CC=C1)C#N)C1=C(C=CC=C1)C#N)C.ClCCCC1=C(C=C(C(=C1)F)F)F (S)-1-chloro-3-(2,4,5-trifluorophenyl)propane methyl-2-(1,1-bis(2-cyanophenyl)propan-2-yl)-5-hydroxy-6-oxo-1,6-dihydropyrimidine-4-carboxylate